N-[5-[(tert-butyldimethylsilyl)oxy]pyridin-2-yl]-4-(pyridin-3-yl)piperazine-1-carboxamide [Si](C)(C)(C(C)(C)C)OC=1C=CC(=NC1)NC(=O)N1CCN(CC1)C=1C=NC=CC1